O[C@H](C)[C@@]1(N(CCC1)C(=O)C1=CC(=C2N1[C@H](CC1=CC(=C(C=C21)C2=NN(C=C2)C)OC)C)C=2SC=CC2)C ((R)-2-((R)-1-hydroxyethyl)-2-methylpyrrolidin-1-yl)((S)-8-methoxy-5-methyl-9-(1-methyl-1H-pyrazol-3-yl)-1-(thiophen-2-yl)-5,6-dihydropyrrolo[2,1-a]isoquinolin-3-yl)methanone